[Br-].FC1=C(C(=O)N)C=CC=C1 2-fluorobenzamide bromide